(2R,4R)-6-chloro-4-hydroxy-N-(3-{5-[6-(trifluoromethyl)pyridin-3-yl]-1,2-oxazol-3-yl}bicyclo[1.1.1]pentan-1-yl)-3,4-dihydro-2H-1-benzopyran-2-carboxamide ClC=1C=CC2=C([C@@H](C[C@@H](O2)C(=O)NC23CC(C2)(C3)C3=NOC(=C3)C=3C=NC(=CC3)C(F)(F)F)O)C1